N[C@H](CC(=O)[O-])C(=O)[O-] DS-aspartate